({(3S)-3-({N-[(4-methoxy-1H-indol-2-yl)carbonyl]-L-leucyl}amino)-2-oxo-4-[(3S)-2-oxopyrrolidin-3-yl]butyl}oxy)methyl 2,6-dimethylbenzoate CC1=C(C(=O)OCOCC([C@H](C[C@H]2C(NCC2)=O)NC([C@@H](NC(=O)C=2NC3=CC=CC(=C3C2)OC)CC(C)C)=O)=O)C(=CC=C1)C